COC1=C2N=C3C=CC=C(C3=NC2=CC=C1)C(C)=O 1-(6-methoxyphenazin-1-yl)ethan-1-one